(1R)-1-(2-(azidomethyl)-4,5-difluoro-2-methyl-2,3-dihydrobenzofuran-7-yl)ethan-1-amine N(=[N+]=[N-])CC1(OC2=C(C1)C(=C(C=C2[C@@H](C)N)F)F)C